N1=C(C=CC=C1)C1=CC=C(C=C1)CCN 2-(4-(pyridin-2-yl)phenyl)ethylamine